6-Chloro-8-isopropyl-2-methylsulfonyl-pyrido[2,3-d]pyrimidin-7-one ClC1=CC2=C(N=C(N=C2)S(=O)(=O)C)N(C1=O)C(C)C